BrCCCOC1=C(OC2=CC(=CC(=C2C1=O)OC)OC)C1=CC(=C(C(=C1)OC)OC)OC 3-(3-bromopropoxy)-5,7-dimethoxy-2-(3,4,5-trimethoxyphenyl)-4H-chromen-4-one